1,4,6,7-Tetrachlorophthalazine ClC1=NN=C(C2=CC(=C(C=C12)Cl)Cl)Cl